1-(4-hydroxyphenyl)-3-(4-methoxyphenyl)-7-((2,2,2-trifluoroethyl)amino)pyrimido[4,5-d]pyrimidine-2,4(1H,3H)-dione OC1=CC=C(C=C1)N1C(N(C(C=2C1=NC(=NC2)NCC(F)(F)F)=O)C2=CC=C(C=C2)OC)=O